4-amino-7-cyclopropyl-1-(1H-indazol-4-yl)pyrido[2,3-d]pyrimidin-2(1H)-one NC=1C2=C(N(C(N1)=O)C1=C3C=NNC3=CC=C1)N=C(C=C2)C2CC2